N-(3,3-dimethylbutan-2-yl)-5-(tetrahydro-2H-pyran-4-yl)isoxazole-3-carboxamide CC(C(C)NC(=O)C1=NOC(=C1)C1CCOCC1)(C)C